CN(CCCCCC)CCC methylpropyl-hexyl-amine